(R)-3,4-dihydroxyl-N-(1'-benzyl-2'-hydroxyethyl)-2-methyl-pyridine chloride [Cl-].OC=1[C@H](N(C=CC1O)C(CO)CC1=CC=CC=C1)C